bis-lauroyl glutamate N[C@@H](CCC(=O)OC(CCCCCCCCCCC)=O)C(=O)OC(CCCCCCCCCCC)=O